3-[4-(4-chlorophenyl)-1-piperazinyl]-1-(4-iodophenyl)-2,5-pyrrolidinedione ClC1=CC=C(C=C1)N1CCN(CC1)C1C(N(C(C1)=O)C1=CC=C(C=C1)I)=O